1-octylnonyl 8-[3-[2-[2-[2-(tert-butoxycarbonylamino)ethoxy]ethoxy]ethylcarbamoyloxy]-2-[8-(1-octylnonoxy)-8-oxo-octoxy]propoxy]octanoate C(C)(C)(C)OC(=O)NCCOCCOCCNC(=O)OCC(COCCCCCCCC(=O)OC(CCCCCCCC)CCCCCCCC)OCCCCCCCC(=O)OC(CCCCCCCC)CCCCCCCC